2,4-dimethylbenzene-1,3-diamine CC1=C(C=CC(=C1N)C)N